(s)-3-Methacryloxypropyltrimethoxysilane C(C(=C)C)(=O)OCCC[Si](OC)(OC)OC